C1(=CC=C(C=C1)C(CN1C=NC=C1)CCOC1=CC=C(C=C1)F)C1=CC=CC=C1 1-(2-([1,1'-biphenyl]-4-yl)-4-(4-fluorophenoxy)butyl)-1H-imidazole